octamethyldihexyl-ferrocene bis(tetrafluoroborate) F[B-](F)(F)F.F[B-](F)(F)F.CC1=C(C(=C([C-]1CCCCCC)C)C)C.[C-]1(C(=C(C(=C1C)C)C)C)CCCCCC.[Fe+2]